ClC=1C(=NC(=NC1)N1CCC(CC1)N(C)C1=CC=C2C(=NN(C2=C1)C)N1C(NC(CC1)=O)=O)NC=1C=C2C=C(C(N(C2=CC1)C)=O)OCC(=O)NC 2-[[6-[[5-chloro-2-[4-[[3-(2,4-dioxohexahydropyrimidin-1-yl)-1-methyl-indazol-6-yl]-methyl-amino]-1-piperidyl]pyrimidin-4-yl]amino]-1-methyl-2-oxo-3-quinolyl]oxy]-N-methyl-acetamide